1-(2-ethoxyethyl)-2-ethoxyethane C(C)OCCCCOCC